C(C#CC)(=O)N1[C@@H](C[C@H](CC1)N1N=NC=2C(=NC=3C(=C(C(=CC3C21)Cl)C=2C=C(C=C1C=CC=NC21)F)Cl)OC[C@H]2N(CCC2)C)CC#N 2-((2S,4S)-1-(but-2-ynoyl)-4-(6,8-dichloro-7-(6-fluoroquinolin-8-yl)-4-(((S)-1-methylpyrrolidin-2-yl)methoxy)-1H-[1,2,3]triazolo[4,5-c]quinolin-1-yl)piperidin-2-yl)acetonitrile